2-(pyridin-4-yl)acetamide methyl-2-[5-[3-[2-(2-amino-6-bromo-benzimidazol-1-yl)-1-methyl-ethyl]phenyl]-1-methyl-pyrazol-4-yl]-6-methyl-pyridine-4-carboxylate COC(=O)C1=CC(=NC(=C1)C)C=1C=NN(C1C1=CC(=CC=C1)C(CN1C(=NC2=C1C=C(C=C2)Br)N)C)C.N2=CC=C(C=C2)CC(=O)N